S1C(=CC=C1)CCS(=O)(=O)[O-] (thiol ethanesulfonate)